C[N+]1(CCN(CC1)C1CCCCC1)C N,N-dimethyl-N'-cyclohexylpiperazinium